COC1=C2CCC(CC2=CC=C1)N(CCC)C(C#N)CC ((5-methoxy-1,2,3,4-tetrahydronaphthalen-2-yl)(propyl)amino)butyronitrile